methyl 3-(3-cyanopyridin-2-ylsulfonyl)propanoate C(#N)C=1C(=NC=CC1)S(=O)(=O)CCC(=O)OC